1-(5-chloro-1-(1H-pyrazol-4-yl)-1H-indazol-6-yl)-4-methylpiperidin-4-ol ClC=1C=C2C=NN(C2=CC1N1CCC(CC1)(O)C)C=1C=NNC1